2-(dimethylamino)cyclopentane-1-ol CN(C1C(CCC1)O)C